C(CCCCCCCCC)(=O)N[C@@H](C(C)C)C(=O)O N-decanoyl-L-valine